N1N=CC=C1C1=CC=2C(C=3N=C(N=CC3C2C=C1)C(F)(F)F)=O 7-(1H-pyrazol-5-yl)-2-(trifluoromethyl)-9H-indeno[2,1-d]pyrimidin-9-one